C1(CCCCC1)CCC(=O)OC(CSCCCCCC(CCCCCSCC(CCCCCC)OC(CCC1CCCCC1)=O)O)CCCCCC ((6-Hydroxyundecane-1,11-diyl)bis(sulfanediyl))bis(octane-1,2-diyl) bis(3-cyclohexylpropanoate)